1-(3-HYDROXY-5-METHYL-2-THIENYL)ETHANONE OC1=C(SC(=C1)C)C(C)=O